C1(CCCC1)[C@@H](C(=O)OCCC)C Propyl (S)-2-cyclopentylpropanoate